(R)-4-chloro-N-(1-phenylethyl)phthalazin-1-amine ClC1=NN=C(C2=CC=CC=C12)N[C@H](C)C1=CC=CC=C1